(S)-4-ethoxy-6-(1-(7-(2-(ethyl(methyl)amino)ethyl)-5-(2-(2-hydroxypropan-2-yl)-5-methylpyridin-4-yl)-1-oxo-3,4-dihydroisoquinolin-2(1H)-yl)ethyl)nicotinonitrile C(C)OC1=CC(=NC=C1C#N)[C@H](C)N1C(C2=CC(=CC(=C2CC1)C1=CC(=NC=C1C)C(C)(C)O)CCN(C)CC)=O